BrC=1C=C(C(=C(C=O)C1)F)C 5-bromo-2-fluoro-3-methyl-benzaldehyde